7-bromo-3,4-dihydropyrido[3,2-f][1,4]oxazepin-5(2H)-one BrC1=CC=2C(NCCOC2N=C1)=O